COC(=O)C=1C=C2C=C(OC(C2=CC1)=O)C1=CC=C(C=C1)C(F)(F)F.NCC1=C([NH3+])C=CC=C1 2-(aminomethyl)anilinium methyl-1-oxo-3-(4-(trifluoromethyl)phenyl)-1H-isochromene-6-carboxylate